(S)-2-(2-amino-[1,2,4]triazolo[1,5-a]pyridin-7-yl)-N-(3-(4-chlorophenyl)-3-hydroxypropyl)-5-methylisonicotinamide NC1=NN2C(C=C(C=C2)C=2C=C(C(=O)NCC[C@H](O)C3=CC=C(C=C3)Cl)C(=CN2)C)=N1